FC1=CC(=C(C=C1)C=1C2=C(C(=NC1C=1SC=3CN(CCC3N1)C(=O)OC(C)(C)C)C1=CC3=C(CS(C3)=O)C=C1)C=CS2)OCCOC tert-butyl 2-[7-[4-fluoro-2-(2-methoxyethoxy)phenyl]-4-(2-oxo-1,3-dihydro-2-benzothiophen-5-yl)thieno[3,2-c]pyridin-6-yl]-6,7-dihydro-4H-thiazolo[5,4-c]pyridine-5-carboxylate